(E)-N-methyl-N-((2-methylbenzofuran-3-yl)methyl)-3-(8-oxo-7-(pyrrolidin-1-yl)-6,7,8,9-tetrahydro-5H-pyrido[2,3-b]azepin-3-yl)acrylamide CN(C(\C=C\C1=CC2=C(NC(C(CC2)N2CCCC2)=O)N=C1)=O)CC1=C(OC2=C1C=CC=C2)C